2-bromo-3-(pyrimidin-2-yl)pyrazolo[1,5-a]pyrazin-4-amine BrC1=NN2C(C(=NC=C2)N)=C1C1=NC=CC=N1